C(CC)OS(=O)(=O)C1=CC=C(C=C1)C.C1(=CC=CC=C1)SC1=CC=C(CSS)C=C1 (4-(phenylthio)benzyl)disulfane propyl-4-methylbenzenesulfonate